(5-(7-isopropyl-7H-imidazo[4,5-c]pyridazin-4-yl)-2-fluorophenyl)boronic acid C(C)(C)N1C=NC2=C1N=NC=C2C=2C=CC(=C(C2)B(O)O)F